ClC1=C(C=CC(=C1)F)C(=O)N1CC2CCC(C1)N2C2=NC(=CC(=C2)S(=O)(=O)[C@@H](CC)C)Cl |r| (2-chloro-4-fluoro-phenyl)-[8-[6-chloro-4-[rac-(1R)-1-methylpropyl]sulfonyl-2-pyridyl]-3,8-diazabicyclo[3.2.1]octan-3-yl]methanone